4-(8-bromo-9-((2-(trimethylsilyl)ethoxy)methyl)-9H-purin-6-yl)morpholine BrC=1N(C2=NC=NC(=C2N1)N1CCOCC1)COCC[Si](C)(C)C